[N+](=O)([O-])C1=CC=C(C=C1)C1CO1 2-(4-nitrophenyl) ethylene oxide